[B].[B].C12(C(CCC(C1(C)C)C2)(C)O)O.C21(C(CCC(C2(C)C)C1)(C)O)O bis[(-)-pinanediol] diboron